5-(4-(3-(4-ethylphenyl)propyl)benzyl)thiazolidin-2-one C(C)C1=CC=C(C=C1)CCCC1=CC=C(CC2CNC(S2)=O)C=C1